OC=1C(C(=CN2CC3N(C(C21)=O)CCO3)C(=O)N)=O 6-hydroxy-5,7-dioxo-2,3,5,7,11,11a-hexahydro[1,3]oxazolo[3,2-a]pyrido[1,2-d]pyrazine-8-carboxamide